(E)-N-(4-((2',4'-difluoro-4-methoxy-[1,1'-biphenyl]-3-yl)amino)-7-methoxy-quinazolin-6-yl)-2-fluoro-4-methyl-4-(4-(oxetan-3-yl)piperazin-1-yl)pent-2-enamide FC1=C(C=CC(=C1)F)C1=CC(=C(C=C1)OC)NC1=NC=NC2=CC(=C(C=C12)NC(/C(=C\C(C)(N1CCN(CC1)C1COC1)C)/F)=O)OC